S(=O)(=O)(O)O.NC1=NC(=NN1)C(=O)OC methyl 5-amino-1H-1,2,4-triazole-3-carboxylate sulfate